CN(S(=O)(=O)N1N=CN=C1)C N,N-dimethyl-1H-1,2,4-triazol-1-sulfonamide